1-(6-chlorobenzo[b]thiophen-2-yl)-2-(3-methoxyphenyl)prop-2-en-1-one ClC=1C=CC2=C(SC(=C2)C(C(=C)C2=CC(=CC=C2)OC)=O)C1